1-{5-[(R)-(1,3-dimethyl-azetidin-3-yl)-hydroxy-(4-isopropyl-phenyl)-methyl]-pyridin-3-yl}-3-isopropyl-pyrrolidin-2-one CN1CC(C1)(C)[C@@](C=1C=C(C=NC1)N1C(C(CC1)C(C)C)=O)(C1=CC=C(C=C1)C(C)C)O